Ethynylazetidine C#CN1CCC1